FC1([C@](C1)(C(=O)N1OCC[C@H]1C=1C=CC(=NC1)F)C)F (R)-5-[(3S)-2-(2,2-difluoro-1-methylcyclopropanecarbonyl)-1,2-oxazolidin-3-yl]-2-fluoropyridine